4,5-diacetyl-anthraquinone C(C)(=O)C1=CC=CC=2C(C3=CC=CC(=C3C(C12)=O)C(C)=O)=O